(2R)-N-{2-[1-(cyclohexylmethyl)piperidin-4-yl]ethyl}-2-methyl-4-(3,4,5-trifluorophenyl)piperazine-1-carboxamide C1(CCCCC1)CN1CCC(CC1)CCNC(=O)N1[C@@H](CN(CC1)C1=CC(=C(C(=C1)F)F)F)C